ClC1=C(C(=O)O)C(=CC=C1)N[C@H](C)C=1C=C(C=C2C(C=C(OC12)N1CCC(CC1)(C)C)=O)C (R)-2-chloro-6-((1-(2-(4,4-dimethylpiperidin-1-yl)-6-methyl-4-oxo-4H-chromen-8-yl)ethyl)amino)benzoic acid